tert-butyl (4S)-4-[(1R)-1-[3-(6-tert-butyl-5-methyl-pyrrolo[2,3-b]pyrazin-3-yl)-3-oxo-propoxy]-3-methyl-butyl]-2,2-dimethyl-oxazolidine-3-carboxylate C(C)(C)(C)C1=CC=2C(=NC(=CN2)C(CCO[C@H](CC(C)C)[C@H]2N(C(OC2)(C)C)C(=O)OC(C)(C)C)=O)N1C